BrC1=CC(=C(C=C1OC)NC(=O)C1CCC(CC1)C(=O)OC)NC Methyl 4-[[4-bromo-5-methoxy-2-(methylamino)phenyl]carbamoyl]cyclohexanecarboxylate